2,3,7,10-tetrazatricyclo[6.4.1.04,13]trideca-1,4(13)-dien-10-yl-prop-2-en-1-one C12=NNC=3CCNC(CN(CC1)C(C=C)=O)C23